BrC1=CC2=C(N(C([C@H](O2)C)=O)[C@H](C)C2=CC=CC=C2)C=C1 (2R)-7-bromo-2-methyl-4-[(1R)-1-phenylethyl]-2H-1,4-benzoxazin-3-one